C(C\C=C/CCCCC)OC(CCCCCCC(=O)O)=O (Z)-8-(non-3-en-1-yloxy)-8-oxooctanoic acid